C(C)OC(=O)C1=CN(C2=CC(=C(C=C2C1=O)F)F)C(C)C.FC=1C=C2C(C(=CN(C2=CC1F)C(C)C)C(=O)O)=O 6,7-difluoro-4-oxo-1-(propan-2-yl)-1,4-dihydroquinoline-3-carboxylic acid Ethyl-6,7-difluoro-4-oxo-1-(propan-2-yl)-1,4-dihydroquinoline-3-carboxylate